C(C)OC(C(C(=O)OCC)=CC1=CC(=CC=C1)OCC)=O 3-ethoxybenzylidene-malonic acid diethyl ester